2-hydroxypropane-1,3-diyl dipalmitate C(CCCCCCCCCCCCCCC)(=O)OCC(COC(CCCCCCCCCCCCCCC)=O)O